1,1-bis(4-carboxyphenyl)ethaneN C(=O)(O)C1=CC=C(C=C1)C(=C)C1=CC=C(C=C1)C(=O)O